COC([C@@H](NC([C@@H](NC([C@H](CCC1=CC=CC=C1)NC(=O)OC(C)(C)C)=O)CC(C)C)=O)CC1=CC=CC=C1)=O N-[(S)-2-(t-butoxycarbonylamino)-4-phenylbutyryl]-L-leucyl-L-phenylalanine methyl ester